4-(ethoxycarbonyl)phenylzinc iodide [I-].C(C)OC(=O)C1=CC=C(C=C1)[Zn+]